CN(S(=O)(=O)C1=C(C(=CC=C1)[N+](=O)[O-])N[C@@H](CCCCNC(OC(C)(C)C)=O)C)C tert-butyl (R)-(5-((2-(N,N-dimethylsulfamoyl)-6-nitrophenyl)amino)hexyl)carbamate